CN(C)CC=1C=CC(=C(C1)NC(C1=CC=C(C=C1)NC1=NC=C(C(=N1)C1=CC=C(C=C1)F)SC)=O)C N-(5-dimethylaminomethyl-2-methyl-phenyl)-4-[4-(4-fluoro-phenyl)-5-methylsulfanyl-pyrimidin-2-ylamino]-benzamide